4-[3-[4-hydroxy-5-methyl-2-[2-(1,2,4-triazol-1-yl)ethyl]pyrazol-3-yl]-1H-1,2,4-triazol-5-yl]-1-methyl-pyrazolo[4,3-c]pyridine-6-carboxamide OC1=C(N(N=C1C)CCN1N=CN=C1)C1=NNC(=N1)C1=NC(=CC2=C1C=NN2C)C(=O)N